N1N=CC2=CC=C(C=C12)CN(C1=CC=C(C=C1)COCCN1CCOCC1)CC1=CC(=CC=C1)OC N-((1H-indazol-6-yl)methyl)-N-(3-methoxybenzyl)-4-((2-morpholinoethoxy)methyl)aniline